methyl (2S)-6-[1-(1,1-dioxo-1λ6-thian-3-yl)-1H-pyrazol-4-yl]-5-(4-fluorophenoxy)-2-methyl-1,2,3,4-tetrahydroquinoline-1-carboxylate O=S1(CC(CCC1)N1N=CC(=C1)C=1C(=C2CC[C@@H](N(C2=CC1)C(=O)OC)C)OC1=CC=C(C=C1)F)=O